5-((2-(4-((3-cyano-4-(trifluoromethoxy)benzyl)amino)butoxy)ethyl)amino)benzo[c][2,6]naphthyridine C(#N)C=1C=C(CNCCCCOCCNC2=NC3=C(C4=CN=CC=C24)C=CC=C3)C=CC1OC(F)(F)F